2-chloro-6-methyl-4-[[4-[1-methyl-4-(trifluoromethyl)imidazol-2-yl]phenyl]methoxy]pyrido[2,3-d]pyrimidine ClC=1N=C(C2=C(N1)N=CC(=C2)C)OCC2=CC=C(C=C2)C=2N(C=C(N2)C(F)(F)F)C